FC=1C=C2C(=CC(=NC2=CC1)C(F)(F)F)N[C@@H]1C[C@@H](CCC1)NC(C1=CC=C(C=C1)S(=O)(=O)C(C)C)=O N-[(1R,3S)-3-{[6-fluoro-2-(trifluoromethyl)quinolin-4-yl]amino}cyclohexyl]-4-(propane-2-sulfonyl)benzamide